(R)-2-(4-(((5-fluoro-6-(2-(4-(trifluoromethyl)phenyl)pyrrolidin-1-yl)pyrimidin-4-yl)amino)methyl)piperidin-1-yl)acetamide FC=1C(=NC=NC1N1[C@H](CCC1)C1=CC=C(C=C1)C(F)(F)F)NCC1CCN(CC1)CC(=O)N